(E)-3-(phenylmethoxy)propan-1-yl-potassium trifluoroborate B(F)(F)F.C1(=CC=CC=C1)COCCC[K]